C(C)C(C(=O)O)[C@H](C)N (3S)-ethyl-3-aminobutyric acid